SC1=NC(=CC(=N1)C)C 2-mercapto-4,6-dimethyl-pyrimidine